C(C)OC(=O)C=1C=C(C=NC1)B(O)O 5-(ETHOXYCARBONYL)-3-PYRIDINYL-BORONIC ACID